C(C=C)(=O)OCCC[Si](OC)(OC)OC 3-acryloyloxypropyl(trimethoxy)silane